4-tetraphenyl-cyclodisilazane C1(=CC=CC2=CC=C3C=C4C=CC=CC4=CC3=C12)[SiH]1N[SiH2]N1